Cyclopropylmethyl-2-[[3-[[(E,2S)-7-(dimethylamino)-2-(dimethylcarbamoyloxy)-7-oxo-hept-5-enoyl]amino]-2-oxo-1-pyridyl]methyl]-5-fluoro-benzimidazol-1-carboxylat C1(CC1)COC(=O)N1C(=NC2=C1C=CC(=C2)F)CN2C(C(=CC=C2)NC([C@H](CC\C=C\C(=O)N(C)C)OC(N(C)C)=O)=O)=O